CCCCCCCCN(CCCCCCCC)C(=O)N dioctylurea